1-methyl-5-methoxytryptamine CN1C=C(CCN)C2=CC(=CC=C12)OC